FC=1C=C(C=CC1F)C=1N=C(SC1C1COC1)NS(=O)(=O)C1=C(C=C(C=N1)NC(C)=O)C N-(6-(N-(4-(3,4-difluorophenyl)-5-(oxetan-3-yl)thiazol-2-yl)sulfamoyl)-5-methylpyridin-3-yl)acetamide